BrC1=CN(C=2N=C(N=C(C21)N)Cl)[C@@H]2C[C@@H]([C@H]1OC(O[C@H]12)(C)C)C1=CC(=CC=C1)CO[Si](C)(C)C(C)(C)C 5-bromo-7-((3aS,4R,6R,6aR)-6-(3-(((tert-butyldimethylsilyl)oxy)methyl)phenyl)-2,2-dimethyltetrahydro-4H-cyclopenta[d][1,3]dioxol-4-yl)-2-chloro-7H-pyrrolo[2,3-d]pyrimidin-4-amine